N-cyclohexyl-5-(thien-2-yl)-1H-pyrrolo[2,3-b]pyridin-4-amine C1(CCCCC1)NC=1C2=C(N=CC1C=1SC=CC1)NC=C2